FC1=CC(=CC=2C=COC21)C=2C(=NC(=CN2)CCC(F)(F)F)N2CC(C2)CCC(=O)O 3-(1-(3-(7-fluorobenzofuran-5-yl)-6-(3,3,3-trifluoropropyl)pyrazin-2-yl)azetidin-3-yl)propanoic acid